2-(6-{5-chloro-2-[(oxan-4-yl)amino]pyrimidin-4-yl}-1-oxo-2,3-dihydro-1H-isoindol-2-yl)-N-(2-phenylpropan-2-yl)acetamide ClC=1C(=NC(=NC1)NC1CCOCC1)C1=CC=C2CN(C(C2=C1)=O)CC(=O)NC(C)(C)C1=CC=CC=C1